C1(CC1)C1=CC=CC(=N1)C(=O)[O-] 6-cyclopropylpyridine-2-carboxylate